[C@@H]12OC[C@@H](N(C1)C(=O)C1=CC(=CC=C1)C1=C3C(=NC=C1)C=C(O3)C3=CC=C(C=C3)S(=O)(=O)C)C2 ((1S,4S)-2-oxa-5-azabicyclo[2.2.1]heptan-5-yl)(3-(2-(4-(methylsulfonyl)phenyl)furo[3,2-b]pyridin-7-yl)phenyl)methanone